ClC1=C2C=NNC2=CC=C1NC1=NN(C=C1C)C1=CC(=C(C(=O)O)C=C1)OC 4-(3-((4-chloro-1H-indazol-5-yl)amino)-4-methyl-1H-pyrazol-1-yl)-2-methoxybenzoic acid